ClC1=NC2=C(C=C(C(=C2C(=N1)N(CC1=CC=C(C=C1)OC)CC1(CCC1)N(C)C)OC)F)F 2-chloro-N-((1-(dimethylamino)cyclobutyl)methyl)-6,8-difluoro-5-methoxy-N-(4-methoxybenzyl)quinazolin-4-amine